phenylmethyldimeth-oxysilane C1(=CC=CC=C1)C[SiH](OC)OC